FC(C(CC(=O)[O-])O)F 4,4-difluoro-3-hydroxy-butanoate